C(C)C(C(C(=O)O)(O)CC)(O)C(=O)O.C(=O)(OCC)C(O)C(O)C(=O)OCC diethyl tartrate (diethyl tartrate)